C1(=CC=CC=C1)CCC=1C=C(SC1)C=O [4-(2-phenylethyl)-2-thienyl]methanone